C(C)(CCCCCCCCCCC)O s-tridecanol